(R)-4,5,6,7-tetrahydrobenzothiophen-5-amine S1C=CC2=C1CC[C@H](C2)N